ClC1=CC=C(C=C1)C=1C=C(C(N(N1)C=1C=NN(C1)C)=O)C(=O)NCC(COC)O (+)-6-(4-chlorophenyl)-N-(2-hydroxy-3-methoxypropyl)-2-(1-methyl-1H-pyrazol-4-yl)-3-oxo-2,3-dihydropyridazine-4-carboxamide